C(C)(=O)O cis-acetic acid